cis-2-(4-Chloro-9-oxo-spiro[5-thia-1,10-diazatricyclo[6.4.0.02,6]dodeca-2(6),3,7-triene-12,1'-cyclopropane]-10-yl)-N-(3-hydroxy-3-methylcyclobutyl)acetamide ClC1=CC=2N3C(=CC2S1)C(N(CC31CC1)CC(=O)NC1CC(C1)(C)O)=O